COC=1C=C(C=CC1)NC(=S)NC1=CC(=CC=C1)OC N,N'-bis(3-methoxyphenyl)thiourea